octadecylmethylethoxysilane C(CCCCCCCCCCCCCCCCC)[SiH](OCC)C